tert-Butyl N-[3-[1-(2-oxoazepan-3-yl)triazol-4-yl]phenyl]carbamate O=C1NCCCCC1N1N=NC(=C1)C=1C=C(C=CC1)NC(OC(C)(C)C)=O